(S)-2-((2S,4S)-4-Bromopyrrolidin-2-carboxamido)-N1-(1-(2-(2-adamantylamino)-2-oxoethyl)-2-oxo-1,2-dihydropyridin-3-yl)-N6-methyl-5-oxohexandiamid Br[C@H]1C[C@H](NC1)C(=O)N[C@H](C(=O)NC=1C(N(C=CC1)CC(=O)NC1C2CC3CC(CC1C3)C2)=O)CCC(C(=O)NC)=O